lithium triethanolamine N(CCO)(CCO)CCO.[Li]